Allyl-(6-chloro-3-vinylpyrazolo[1,5-a]pyrazin-4-yl)carbamic acid tert-butyl ester C(C)(C)(C)OC(N(C=1C=2N(C=C(N1)Cl)N=CC2C=C)CC=C)=O